Cl.ClC1=C(C=C(C(=O)N2CCC(CC2)CCN(C)CC2CCNCC2)C=C1)N1C(NC(CC1)=O)=O 4-(((2-(1-(4-chloro-3-(2,4-dioxotetrahydropyrimidin-1(2H)-yl)benzoyl)piperidin-4-yl)ethyl)(methyl)amino)methyl)piperidin-HCl